heptadecyl-dimethyl-2-phenoxyethylammonium iodide [I-].C(CCCCCCCCCCCCCCCC)[N+](CCOC1=CC=CC=C1)(C)C